CN1C(=CC=C1)C(\C=C\C=1SC=CC1)=O (E)-1-(N-methyl-pyrrol-2-yl)-3-(thiophen-2-yl)prop-2-en-1-one